N-[5-(2-chloro-5-cyanophenyl)-1H-indazol-3-yl]-6-azaspiro[4.5]decane-8-carboxamide hydrochloride Cl.ClC1=C(C=C(C=C1)C#N)C=1C=C2C(=NNC2=CC1)NC(=O)C1CNC2(CCCC2)CC1